2-(4-chloro-benzylidene)malononitrile ClC1=CC=C(C=C(C#N)C#N)C=C1